FC(CN(CCC(C(=O)O)NC1=NC=NC(=C1)C1=CC=CC=C1)CCCCC1=NC=2NCCCC2C=C1)COC 4-((2-fluoro-3-methoxypropyl)(4-(5,6,7,8-tetrahydro-1,8-naphthyridin-2-yl)butyl)amino)-2-((6-phenylpyrimidin-4-yl)amino)butanoic acid